CC1=CC=C(C=N1)CNC1=NC=NC2=CC=C(C=C12)C=1SC(=CC1)C N-((6-methylpyridin-3-yl)methyl)-6-(5-methylthiophen-2-yl)quinazolin-4-amine